C1(CC1)S(=O)(=O)N1N=CC(=C1)C1=NC=CC(=N1)NC=1N=CC2=C(C=CC(=C2C1)C(C)C)N1[C@@H]([C@H](C1)C#N)C (2r,3s)-1-(3-((2-(1-(cyclopropylsulfonyl)-1H-pyrazol-4-yl)pyrimidin-4-yl)amino)-5-isopropylisoquinolin-8-yl)-2-methylazetidine-3-carbonitrile